N1(CCCC1)CC=1NC2=CC=CC=C2C1 2-[(pyrrolidin-1-yl)methyl]-1H-indole